tert-butyl 4-(2-hydroxyethoxy)-piperidine-1-carboxylate OCCOC1CCN(CC1)C(=O)OC(C)(C)C